O[C@H](CO)C1=C2C=CC=NC2=C(C=C1CN(C(C=C)=O)C)C1=CC=C(C=C1)OC(F)(F)F N-[[5-[(1S)-1,2-dihydroxyethyl]-8-[4-(trifluoromethoxy)phenyl]-6-quinolinyl]methyl]-N-methyl-prop-2-enamide